FC(C1=NN=C(O1)C1=CC(=C(CN2N=C(N=N2)C=2C=C(C(=O)N)C=CC2)C(=C1)F)F)F 3-(2-(4-(5-(difluoromethyl)-1,3,4-oxadiazol-2-yl)-2,6-difluorobenzyl)-2H-tetrazol-5-yl)benzamide